NC=1N(N=C2CN(CCC21)S(=O)(=O)CF)C(=O)C2CCNC1=CC=C(C=C21)F (3-amino-6-(fluoromethylsulfonyl)-4,5,6,7-tetrahydropyrazolo[3,4-c]pyridin-2-yl)(6-fluoro-1,2,3,4-tetrahydroquinolin-4-yl)methanone